ClC1=C(C=CC(=C1)Cl)[C@@H](C)OC1=CC(=NC=C1C)N1CC(C1)[C@H]1CN(CCO1)C1CC(C1)(C(=O)O)C (1r,3s)-3-[(2S)-2-(1-{4-[(1R)-1-(2,4-dichlorophenyl)ethoxy]-5-methylpyridin-2-yl}azetidin-3-yl)morpholin-4-yl]-1-methylcyclobutane-1-carboxylic acid